BrC1=CC(=C(C=C1)C1=C(C=C(C=C1)Br)CBr)CBr 4,4'-dibromo-2,2'-di(bromomethyl)-1,1'-biphenyl